terphenyl-d13 C1(=C(C(=C(C(=C1[2H])[2H])[2H])[2H])[2H])C1=C(C(=C(C(=C1[2H])[2H])[2H])[2H])C1=C(C(=C(C(=C1)[2H])[2H])[2H])[2H]